2,4-dichloro-7-(4-(cyclohexyloxy)phenyl)-5,5-dimethyl-5,7-dihydro-6H-pyrrolo[2,3-d]pyrimidin-6-one ClC=1N=C(C2=C(N1)N(C(C2(C)C)=O)C2=CC=C(C=C2)OC2CCCCC2)Cl